N1(CCCC1)CCCS(=O)(=O)CCCCC#N 5-((3-(pyrrolidin-1-yl)propyl)sulfonyl)pentanenitrile